N#[C-].ClC1=CC=C(C=C1)C1=CC=CC=C1 4-chlorobiphenyl isonitrile